FC(C(=O)O)=C 2-fluoro-prop-2-enoic acid